OC1=CC=C(C=C1)CC1=CC=C(C=C1)O bis(p-hydroxyphenyl)methane